N1(CCNCC1)C1=NC=C(C=N1)C(=O)C1CCOCC1 (2-piperazin-1-ylpyrimidin-5-yl)(tetrahydro-2H-pyran-4-yl)methanone